ClC1=C(C=CC(=C1)C)C(CNC(=O)C1=C(C=NC2=CC=CC=C12)S(=O)C1=C(C(=CC=C1)C1CC1)F)(F)F N-[2-(2-chloro-4-methylphenyl)-2,2-difluoroethyl]-3-[(3-cyclopropyl-2-fluorophenyl)sulfinyl]quinoline-4-carboxamide